5-(3-(3-(oxetane-3-yl)-2-oxoimidazolin-1-yl)Piperidin-1-yl)pyrazine-2-carboxamide O1CC(C1)N1C(N(CC1)C1CN(CCC1)C=1N=CC(=NC1)C(=O)N)=O